C1(=CC=CC=C1)C1=C(NC(O1)=S)C1=CC=CC=C1 diphenyl-oxazolethion